C(CCC)C1=NC=2C(=C(N=NC2N(CC2=C(C=C(C=C2)OC)OC)CC2=C(C=C(C=C2)OC)OC)OC(C)C)N1CC1=CC=C(C=C1)CNC1CC1 2-butyl-1-(4-((cyclopropylamino)methyl)benzyl)-N,N-bis(2,4-dimethoxybenzyl)-7-isopropoxy-1H-imidazo[4,5-d]pyridazin-4-amine